COC(=O)C=1C=CC2=C(N=CC3=CC=NC=C23)C1 benzo[c][2,6]naphthyridine-8-carboxylic acid methyl ester